(3R)-3-amino-7-[5-(3-aminooxetan-3-yl)-1,2,4-oxadiazol-3-yl]-8-fluoro-1,1-dioxo-5-[[4-[5-(trifluoromethyl)-1,2,4-oxadiazol-3-yl]phenyl]methyl]-2,3-dihydro-1λ6,5-benzothiazepine-4-One N[C@H]1CS(C2=C(N(C1=O)CC1=CC=C(C=C1)C1=NOC(=N1)C(F)(F)F)C=C(C(=C2)F)C2=NOC(=N2)C2(COC2)N)(=O)=O